FC=1C=C(C=CC1OCCC)C1=NC(=NC=C1C)NC=1C=NN(C1)C (3-fluoro-4-propoxyphenyl)-5-methyl-N-(1-methyl-1H-pyrazol-4-yl)pyrimidin-2-amine